2-(2-amino-6-((tetrahydro-2H-pyran-4-yl)amino)-9H-purin-9-yl)-N-(1-ethyl-3-methyl-1H-pyrazol-5-yl)acetamide NC1=NC(=C2N=CN(C2=N1)CC(=O)NC1=CC(=NN1CC)C)NC1CCOCC1